[(2S,3S,4R,5S,6S)-5-Acetamido-3,4-diacetyloxy-6-[4-[(E)-3-phenylprop-2-enoyl]phenoxy]oxan-2-yl]methyl acetate C(C)(=O)OC[C@@H]1O[C@H]([C@H]([C@H]([C@@H]1OC(C)=O)OC(C)=O)NC(C)=O)OC1=CC=C(C=C1)C(\C=C\C1=CC=CC=C1)=O